3-fluoro-4-hydroxypyridine FC=1C=NC=CC1O